O1COC2=C1C=CC(=C2)CC(C)O 1-(benzo[d][1,3]dioxol-5-yl)propan-2-ol